2-(2-pyridyl)-5,6,7,8-tetrahydropyrido[4,3-d]pyrimidine N1=C(C=CC=C1)C=1N=CC2=C(N1)CCNC2